tert-butyl (12-(2-(4-(1-(2,5-dimethylbenzyl)-2-(hydroxy(pyridin-4-yl)methyl)-1H-benzo[d]imidazol-6-yl)-1H-pyrazol-1-yl)ethoxy)dodecyl)carbamate CC1=C(CN2C(=NC3=C2C=C(C=C3)C=3C=NN(C3)CCOCCCCCCCCCCCCNC(OC(C)(C)C)=O)C(C3=CC=NC=C3)O)C=C(C=C1)C